3-[3-methyl-2-oxo-5-[1-[2-oxo-2-(4-piperidyl)ethyl]-4-piperidyl]benzimidazol-1-yl]piperidine-2,6-dione CN1C(N(C2=C1C=C(C=C2)C2CCN(CC2)CC(C2CCNCC2)=O)C2C(NC(CC2)=O)=O)=O